CN(CC=1C=NC=CC1)CC N-methyl-N-(pyridin-3-ylmethyl)ethylamine